NC1=NN=C(O1)C1=CN(C2=NC=CC(=C21)OC2=CC=C1CCN(CC1=C2)C(=O)OC(C)(C)C)COCC[Si](C)(C)C tert-Butyl 7-((3-(5-amino-1,3,4-oxadiazol-2-yl)-1-((2-(trimethylsilyl)ethoxy)-methyl)-1H-pyrrolo[2,3-b]pyridin-4-yl)oxy)-3,4-dihydroisoquinoline-2(1H)-carboxylate